CCCC1=NC2=C3N=C(C=C(C3=CC=C2C(=C1)C1=CC=CC=C1)C1=CC=CC=C1)C 2,9-dimethyl-4,7-diphenyl-ethyl-1,10-phenanthroline